(S)-2-amino-3-(1-(1-bromo-2-oxo-6,9,12,15,18,21,24,27,30,33,36-undecaoxa-3-azaoctatriacontan-38-yl)-1H-1,2,3-triazol-4-yl)propanoic acid N[C@H](C(=O)O)CC=1N=NN(C1)CCOCCOCCOCCOCCOCCOCCOCCOCCOCCOCCOCCNC(CBr)=O